(S)-5-Chloro-6-(2,6-difluoro-4-iodophenyl)-N-(1,1,1-trifluoropropan-2-yl)-[1,2,4]triazolo[1,5-a]pyrimidin-7-amine ClC1=NC=2N(C(=C1C1=C(C=C(C=C1F)I)F)N[C@H](C(F)(F)F)C)N=CN2